1,5,6,7-tetramethyl-8-oxabicyclo[3.2.1]oct-6-en-3-one CC12CC(CC(C(=C1C)C)(O2)C)=O